COC1=NC(=NC(=C1)OC)OC1=C(CNC2=C(C=CC=C2)I)C=CC=C1 N-(2-((4,6-dimethoxypyrimidin-2-yl)oxy)benzyl)-2-iodoaniline